6-(3-(5-(6-(cyclobutylmethyl)-2,6-diazaspiro[3.3]hept-2-yl)pyridin-2-yl)-4-(2,2,2-trifluoroethyl)-1H-pyrazol-5-yl)-8-methoxy-[1,2,4]triazolo[1,5-a]pyridine C1(CCC1)CN1CC2(CN(C2)C=2C=CC(=NC2)C2=NNC(=C2CC(F)(F)F)C=2C=C(C=3N(C2)N=CN3)OC)C1